(S)-3-(3-(3-((2-formyl-3-hydroxyphenoxy)methyl)-morpholine-4-carbonyl)-pyridin-2-yl)propanenitrile C(=O)C1=C(OC[C@H]2N(CCOC2)C(=O)C=2C(=NC=CC2)CCC#N)C=CC=C1O